1,3-di-(1-naphthyloxy)propan-2-ol C1(=CC=CC2=CC=CC=C12)OCC(COC1=CC=CC2=CC=CC=C12)O